citral diethylacetal C(C)OC(C=C(CCC=C(C)C)C)OCC